2-(4-chlorophenyl)-3-cyclopropyl-1-(1H-1,2,4-triazole-1-yl)butan-2-ol ClC1=CC=C(C=C1)C(CN1N=CN=C1)(C(C)C1CC1)O